2-(6-methyl-1-oxo-4-(trifluoromethyl)-3,4-dihydroisoquinolin-2(1H)-yl)-N-(5-methylpyrimidin-2-yl)acetamide CC=1C=C2C(CN(C(C2=CC1)=O)CC(=O)NC1=NC=C(C=N1)C)C(F)(F)F